(R)-N-(5-(5-isopropyl-1,2,4-oxadiazol-3-yl)-2,3-dihydro-1H-inden-1-yl)-4-methyloxazole-5-carboxamide C(C)(C)C1=NC(=NO1)C=1C=C2CC[C@H](C2=CC1)NC(=O)C1=C(N=CO1)C